FC1=C2C(N(C=NC2=CC(=C1)C=1C=C(C=2N(C1)C=C(N2)C)F)C2CCN(CC2)C)=O 5-fluoro-7-(8-fluoro-2-methylimidazo[1,2-a]pyridin-6-yl)-3-(1-methylpiperidin-4-yl)quinazolin-4(3H)-one